5-(7-bromo-6,8-difluoro-2-(((2R,7aS)-2-fluorohexahydro-1H-pyrrolizin-7a-yl)methoxy)quinazolin-4-yl)-N,N,3-trimethyl-5,6,7,8-tetrahydro-4H-pyrazolo[1,5-a][1,4]diazepine-2-carboxamide BrC1=C(C=C2C(=NC(=NC2=C1F)OC[C@]12CCCN2C[C@@H](C1)F)N1CC=2N(CCC1)N=C(C2C)C(=O)N(C)C)F